6-propyl-2,5,8,11,14,17-hexaoxabicyclo[16.4.0]docosa-1(22),18,20-triene C(CC)C1OCCOC2=CC=CC=C2OCCOCCOCCOC1